NCC=1C(=C(C#N)C=CC1)F (aminomethyl)-2-fluoro-benzonitrile